4-t-butyl-α-trifluoromethyl-styrene C(C)(C)(C)C1=CC=C(C(=C)C(F)(F)F)C=C1